ClC=1C=C(C=CC1)[C@@H](C)NC=1C2=C(N=C(N1)C)C=NC=C2 4-{[(1R)-1-(3-chlorophenyl)ethyl]amino}-2-methylpyrido[3,4-d]pyrimidin